ClC1=C(C=CC(=C1)SC)C1=C(SC2=C1NC(=NS2(=O)=O)NC)CC 5-(2-chloro-4-(methylthio)phenyl)-6-ethyl-3-(methylamino)-4H-thieno[3,2-e][1,2,4]thiadiazine 1,1-dioxide